e-glycine NCC(=O)O